C(C)OC(=O)C=1C(=NN(C1Cl)C)C(F)F 3-(difluoromethyl)-5-chloro-1-methyl-1H-pyrazole-4-carboxylic acid ethyl ester